dipentylisostearate C(CCCC)C(C(=O)[O-])(CCCCCCCCCCCCCC(C)C)CCCCC